2H-pyrido[2,3-b][1,4]oxazin N1C2=C(OCC1)N=CC=C2